FC=1C=C(C=C(C1)F)[C@@H]1N(OCC1)C1=CC(=NC=N1)NC=1C(=CC(=C(C1)NC(C=C)=O)N1CCSCC1)OC (R)-N-(5-((6-(3-(3,5-difluorophenyl)isoxazolidin-2-yl)pyrimidin-4-yl)amino)-4-methoxy-2-thiomorpholinophenyl)acryl-amide